3-(cyanomethoxy)-4-((3-(4-(((1S,4S)-4-(dimethylamino)cyclohexyl)amino)-1-(2,2,2-trifluoroethyl)-1H-indol-2-yl)prop-2-yn-1-yl)amino)benzene-sulfonamide C(#N)COC=1C=C(C=CC1NCC#CC=1N(C2=CC=CC(=C2C1)NC1CCC(CC1)N(C)C)CC(F)(F)F)S(=O)(=O)N